C(C1=CC=CC=C1)OC1=C(C=C(C=C1F)[N+](=O)[O-])Br 2-(Benzyloxy)-1-bromo-3-fluoro-5-nitrobenzene